7-Chloro-5-(3-fluorophenyl)imidazo[1,2-a]quinoxalin-4(5H)-one ClC=1C=C2N(C(C=3N(C2=CC1)C=CN3)=O)C3=CC(=CC=C3)F